3-[4-chloro-3-(2,4-dioxohexahydropyrimidin-1-yl)benzoyl]-3-azaspiro[5.5]undecane-9-carbaldehyde ClC1=C(C=C(C(=O)N2CCC3(CC2)CCC(CC3)C=O)C=C1)N1C(NC(CC1)=O)=O